[Si](C)(C)(C(C)(C)C)OC1=CC=C(C=C1)C(C(C)=O)(OCC)OCC 4-((tert-butyldimethylsilyl)oxy)phenyl-1,1-diethoxypropane-2-one